N-tert.-Butyl-2-benzothiazolsulfenamid C(C)(C)(C)NSC=1SC2=C(N1)C=CC=C2